methyl 6-cyclopropoxy-2-((1r,4r)-4-(2-hydroxyethyl)cyclohexyl)-2H-indazole-5-carboxylate C1(CC1)OC=1C(=CC2=CN(N=C2C1)C1CCC(CC1)CCO)C(=O)OC